(S)-N-(1-((3-fluoro-4-(6-methyl-7-oxo-6,7-dihydro-1H-pyrazolo[3,4-c]pyridin-4-yl)phenyl)amino)-1-oxo-3,3-diphenylpropan-2-yl)-1-methyl-1H-pyrazole-5-carboxamide FC=1C=C(C=CC1C=1C2=C(C(N(C1)C)=O)NN=C2)NC([C@H](C(C2=CC=CC=C2)C2=CC=CC=C2)NC(=O)C2=CC=NN2C)=O